C(#N)/C(/C(=O)NC1=CC(=C(C=C1)C(F)(F)F)C)=C(/O)\C1CC1 (Z)-2-cyano-3-cyclopropyl-3-hydroxy-N-(3-methyl-4-(trifluoromethyl)phenyl)propan-2-enamide